[Cl-].C(=O)(O)C[NH+]1CCN(CC1)C1=C(C=C(C=C1)C(=O)N1CCC(CC1)C1=CC=C(C=C1)OC=1C=NC(=CC1)C(F)(F)F)NS(=O)(=O)CC1=CC=CC=C1 1-(carboxymethyl)-4-(2-((phenylmethyl)sulfonamido)-4-(4-(4-((6-(trifluoromethyl)pyridin-3-yl)oxy)phenyl)piperidine-1-carbonyl)phenyl)piperazin-1-ium chloride